5-((1,1-dioxidotetrahydro-2H-thiopyran-4-yl)oxy)-1H-pyrrolo[2,3-b]pyridine-3-carbaldehyde O=S1(CCC(CC1)OC=1C=C2C(=NC1)NC=C2C=O)=O